CC(C)(CCC(C)(C)OOC(C)(C)C)OOC(C)(C)C 2,5-dimethyl-di(t-butylperoxy)hexane